BrC=1C=C(C=CC1F)N1N=C(C=2CCCC(C12)OC12CC(C1)(C2)C#N)C(F)(F)F 3-[[1-(3-bromo-4-fluoro-phenyl)-3-(trifluoromethyl)-4,5,6,7-tetrahydroindazol-7-yl]oxy]bicyclo[1.1.1]pentane-1-carbonitrile